3-(8-methoxy-4-methyl-1-oxo-3,4-dihydro-2H-isoquinolin-6-yl)-2-methyl-6-(1-methylpyrazol-4-yl)indazole-4-carbonitrile COC=1C=C(C=C2C(CNC(C12)=O)C)C=1N(N=C2C=C(C=C(C12)C#N)C=1C=NN(C1)C)C